ClC1=CC(=C2C=C(NC2=C1)C(=O)N1CC2(CC1C(=O)N[C@H](C(=O)OC)C[C@H]1C(NC(C1)(C)C)=O)CCCCC2)OC methyl (2S)-2-[[2-(6-chloro-4-methoxy-1H-indole-2-carbonyl)-2-azaspiro[4.5]decane-3-carbonyl]amino]-3-[(3R)-5,5-dimethyl-2-oxo-pyrrolidin-3-yl]propanoate